CC(=O)C1=CC=CC2=CC=CC=C12 Naphthyl methyl ketone